ONC(C1=CC=C(C=C1)CN(C(=O)NC1=CC=C(C=C1)C1=CC(=CC=C1)OC)CCCCO)=O N-hydroxy-4-((1-(4-hydroxybutyl)-3-(3'-methoxy-[1,1'-biphenyl]-4-yl)ureido)methyl)benzamide